BrC=1SC2=NC(=CC(=C2N1)C)OC 2-bromo-5-methoxy-7-methylthiazolo[5,4-b]pyridine